C1(CC1)CC=1C2=C(S(C1C#CC)=O)C(=CC=C2)NCCN(C)C 3-(3-(cyclopropylmethyl)-7-((2-(dimethylamino)ethyl)amino)-1-oxidobenzo[b]thiophen-2-yl)prop-2-yn